C[C@](CO)(CN1N=CC(=C1)[N+](=O)[O-])O |r| rac-2-methyl-3-(4-nitro-1H-pyrazol-1-yl)propane-1,2-diol